C12CN(CC(CC1)N2)C=2C=CC(=C(C(=O)NC1(CC1)C1=C3C=CC=NC3=CC(=C1)C1=CN=C(O1)C)C2)C 5-(3,8-Diazabicyclo[3.2.1]octan-3-yl)-2-methyl-N-(1-(7-(2-methyloxazol-5-yl)quinolin-5-yl)cyclopropyl)benzamide